2-(4-hydroxy-3,5-dimethylphenyl)-6-((4-methylpiperazin-1-yl)methyl)quinazolin-4(3H)-one OC1=C(C=C(C=C1C)C1=NC2=CC=C(C=C2C(N1)=O)CN1CCN(CC1)C)C